C(C)(C)NC(O[C@@H]1CC[C@H](CC1)C(N(C[C@@H]1CC[C@H](CC1)C1=CC(=C(C=C1)OC)C)C1=NC=CC(=C1)C1=CN=C(S1)C(C)C)=O)=O trans-4-((4-(2-Isopropylthiazol-5-yl) pyridin-2-yl)((trans-4-(4-methoxy-3-methylphenyl) cyclohexyl)methyl) carbamoyl)cyclohexyl isopropylcarbamate